(2'-(2-methoxystyryl)-[1,1'-biphenyl]-2-yl)diphenylphosphine COC1=C(C=CC2=C(C=CC=C2)C2=C(C=CC=C2)P(C2=CC=CC=C2)C2=CC=CC=C2)C=CC=C1